C1(CC1)C1=C(C(=NO1)C1=C(C=CC=C1Cl)Cl)CO[C@H]1[C@@H]2CN([C@H](C1)C2)C=2SC1=C(N2)C(=CC(=C1)C(=O)O)C1CCOCC1 2-[(1S,4S,5R)-5-[[5-cyclopropyl-3-(2,6-dichlorophenyl)-1,2-oxazol-4-yl]methoxy]-2-azabicyclo[2.2.1]heptan-2-yl]-4-(oxan-4-yl)-1,3-benzothiazole-6-carboxylic acid